N[C@@H](CC(=O)O)C(=O)N[C@@H](CC1=CNC2=CC=CC=C12)C(=O)O aspartyl-Tryptophan